6-Amino-3-((1R,3S)-4'-chloro-3-(2-oxopyridin-1(2H)-yl)-1',2'-dihydrospiro[cyclopentane-1,3'-pyrrolo[2,3-b]pyridin]-5'-yl)-2-fluoro-N,N-dimethylbenzamide NC1=CC=C(C(=C1C(=O)N(C)C)F)C=1C(=C2C(=NC1)NC[C@]21C[C@H](CC1)N1C(C=CC=C1)=O)Cl